2-chloro-N1-(4-chloro-3-(pyridin-2-yl)phenyl)-N-(pyridin-2-ylmethyl)terephthalamide ClC1=C(C(=O)N(CC2=NC=CC=C2)C2=CC(=C(C=C2)Cl)C2=NC=CC=C2)C=CC(=C1)C(=O)N